BrC1=C2C(COC3(COCCC3)C2=CC=C1)C 5-bromo-4-methyl-5',6'-dihydro-2'H,4'H-spiro[isochromane-1,3'-pyran]